(S)-N-((S)-1-(3-(benzyloxy)-2-chlorophenyl)-1,4,5,7-tetrahydropyrano[3,4-c]pyrazol-4-yl)-2-methylpropane-2-sulfinamide C(C1=CC=CC=C1)OC=1C(=C(C=CC1)N1N=CC2=C1COC[C@H]2N[S@@](=O)C(C)(C)C)Cl